Citric Acid Sodium Citrate C(CC(O)(C(=O)[O-])CC(=O)[O-])(=O)[O-].[Na+].C(CC(O)(C(=O)O)CC(=O)O)(=O)O.[Na+].[Na+]